C(C)C(=O)N(C)C ethyl-N,N-Dimethylformamide